CN1C(N(C=2N=C(N(C2C1=O)CCC)S(=O)(=O)C)C)=O 1,3-dimethyl-8-(methylsulfonyl)-7-propyl-1H-purine-2,6(3H,7H)-dione